(3S,4S) and (3R,4R)-1-(5-chloro-4-((6-chloro-7-(3-fluoropiperidin-4-yl)quinazolin-2-yl)amino)-1H-pyrazol-1-yl)-2-methylpropan-2-ol ClC1=C(C=NN1CC(C)(O)C)NC1=NC2=CC(=C(C=C2C=N1)Cl)[C@H]1[C@@H](CNCC1)F |r|